methyl-(2-fluoro-4-nitrophenyl) acetate C(C)(=O)OC1=C(C(=C(C=C1)[N+](=O)[O-])C)F